Methyl 5-(((1-(3-methoxy-2-(trifluoromethyl)phenyl)propyl)amino)methyl)picolinate COC=1C(=C(C=CC1)C(CC)NCC=1C=CC(=NC1)C(=O)OC)C(F)(F)F